6'-(1-((5-(5-(difluoromethyl)-1,3,4-oxadiazol-2-yl)pyridin-2-yl)methyl)-1H-1,2,3-triazol-4-yl)-1',4'-dihydro-3'H-spiro[piperidin-4,2'-quinoxalin]-3'-one FC(C1=NN=C(O1)C=1C=CC(=NC1)CN1N=NC(=C1)C=1C=C2NC(C3(NC2=CC1)CCNCC3)=O)F